(S)-5-((1-Methoxy-3-(3-(4-(5-methylpyrimidin-2-yl)piperazin-1-yl)-3-oxopropoxy)propan-2-yl)amino)-4-(trifluoromethyl)pyridazin-3(2H)-one COC[C@@H](COCCC(=O)N1CCN(CC1)C1=NC=C(C=N1)C)NC1=C(C(NN=C1)=O)C(F)(F)F